C(C)(=O)N[C@H]1[C@H](O[C@@H]([C@@H]([C@@H]1OC(C)=O)OC(C)=O)COC(C)=O)OC(C(=O)O)CCC (((2R,3R,4R,5R,6R)-3-acetamido-4,5-diacetoxy-6-(acetoxymethyl)tetrahydro-2H-pyran-2-yl)oxy)pentanoic acid